INDOLINON N1C(CC2=CC=CC=C12)=O